FC1=CC=C2CCC(N(C2=C1CCNC[C@@H]1CN(C(O1)=O)C=1C=CC=2OCC(NC2N1)=O)C)=O (R)-6-(5-(((2-(7-Fluoro-1-methyl-2-oxo-1,2,3,4-tetrahydroquinolin-8-yl)ethyl)amino)methyl)-2-oxooxazolidin-3-yl)-2H-pyrido[3,2-b][1,4]oxazin-3(4H)-one